tert-butyl (cyclopropylmethyl)((3R)-1-(1-(1-(4-(5-cyclopropylpyridin-3-yl)-1H-1,2,3-triazol-1-yl)ethyl)-2-oxo-1,2-dihydropyridin-4-yl)piperidin-3-yl)carbamate C1(CC1)CN(C(OC(C)(C)C)=O)[C@H]1CN(CCC1)C1=CC(N(C=C1)C(C)N1N=NC(=C1)C=1C=NC=C(C1)C1CC1)=O